1-tert-Butyl(6-((3-((2-chloro-5-(methylcarbamoyl)pyridin-4-yl)amino)-4-methoxy-5-(1-methyl-1H-Pyrazol-4-yl)phenethoxy)methyl)pyridin-2-yl)carbamate C(C)(C)(C)N1C(C=CC=C1COCCC1=CC(=C(C(=C1)C=1C=NN(C1)C)OC)NC1=CC(=NC=C1C(NC)=O)Cl)NC([O-])=O